(R)-4-((1-(3-cyano-2-fluorophenyl)ethyl)amino)-N,N,2-trimethyl-7-(pyrrolidin-1-yl)pyrido[2,3-d]pyrimidine-6-carboxamide C(#N)C=1C(=C(C=CC1)[C@@H](C)NC=1C2=C(N=C(N1)C)N=C(C(=C2)C(=O)N(C)C)N2CCCC2)F